C(=O)(OC(C)(C)C)N1C(C(C(=O)OC(C)(C)C)=C(C=C1Br)N)Br tert-butyl N-Boc-4-amino-2,6-dibromonicotinate